NC1=CC=C(N=N1)C(=O)O 6-AMINOPYRIDAZINE-3-CARBOXYLIC ACID